C(CCCCCCCCCCCCCC)C1OCC(O1)COCCO 2-((2-pentadecyl-1,3-dioxolan-4-yl)methoxy)ethan-1-ol